tetrahydro-2H-pyran-3-amine HCl salt Cl.O1CC(CCC1)N